N-(2,3-difluorophenyl)-2-oxo-4-[4-(trifluoromethyl)phenyl]pyrrolidine-3-carboxamide FC1=C(C=CC=C1F)NC(=O)C1C(NCC1C1=CC=C(C=C1)C(F)(F)F)=O